[Si](C1=CC=CC=C1)(C1=CC=CC=C1)(C(C)(C)C)OCC1CN(CCC1=O)C(=O)OC(C)(C)C tert-butyl 3-[[tert-butyl(diphenyl)silyl]oxymethyl]-4-oxopiperidine-1-carboxylate